C1(=CC=CC=2C3=CC=CC=C3CC12)COC(=O)N[C@H](C(=O)O)CC1=CC=C(C=C1)N1C(CN(CC1)CCCOC)=O (S)-2-((fluorenylmethoxycarbonyl)amino)-3-(4-(4-(3-methoxypropyl)-2-oxopiperazin-1-yl)phenyl)propanoic acid